ClC=1C=CC(=C(C1)N1CCN(CC1)C(\C=C/C1=CC(=CC=C1)S(F)(F)(F)(F)F)=O)C (Z)-1-(4-(5-chloro-2-methylphenyl)piperazine-1-yl)-3-(3-(pentafluoro-λ6-sulfaneyl)phenyl)prop-2-en-1-one